CSC=1C(=NC=CC1)N 3-(methylthio)pyridin-2-amine